C(C)OC(\C=C\C1=CC=CC=C1)=O (e)-3-phenyl-2-propenoic acid ethyl ester